7,7-dimethyl-2-(4-(4-methylpiperazine-1-carbonyl)phenyl)-10-((tetrahydro-2H-pyran-2-yl)oxy)-5,12b-dihydro-1H,7H-chromeno[4,3-c][1,2,4]triazolo[1,2-a]pyridazin-1,3(2H)-dione CC1(OC=2C=C(C=CC2C2N3N(CC=C21)C(N(C3=O)C3=CC=C(C=C3)C(=O)N3CCN(CC3)C)=O)OC3OCCCC3)C